COC(=O)[C@H]1N(C[C@@H](C1)OC(F)F)C(CNC(CCCOC1=CC=CC=C1)=O)=O (2S,4R)-4-(difluoromethoxy)-1-((4-phenoxybutyryl)glycyl)pyrrolidine-2-carboxylic acid methyl ester